N(=[N+]=[N-])[C@H]1CN(C[C@H](C1)O[Si](C)(C)C(C)(C)C)C(=O)OC(C)(C)C (3R,5S)-tert-Butyl 3-azido-5-((tert-butyldimethylsilyl)oxy)piperidine-1-carboxylate